C(#N)C1=NC2=CC(=CC(=C2N=C1N1CCC(CC1)(F)F)[C@@H](C)NC=1C(=NC=CC1)C(=O)O)C (R)-3-((1-(2-cyano-3-(4,4-difluoropiperidin-1-yl)-7-methylquinoxalin-5-yl)ethyl)amino)picolinic acid